decyl-dimethoxyethoxysilane C(CCCCCCCCC)[SiH2]OCC(OC)OC